FC1=C(OC=2C=C3CCN(C3=CC2OS(=O)(=O)C(F)(F)F)S(=O)(=O)CC)C=CC(=C1)F trifluoromethanesulfonic acid 5-(2,4-difluoro-phenoxy)-1-ethanesulfonyl-2,3-dihydro-1H-indol-6-yl ester